COC1=CC=CC=2C3NC(N(C(OC21)(C3)C)C3=CC(=CC=C3)C(=O)N3CC2=CC=CC=C2CC3)=O 10-Methoxy-2-methyl-3-(3-(1,2,3,4-tetrahydroisoquinoline-2-carbonyl)phenyl)-5,6-dihydro-2H-2,6-methanobenzo[g][1,3,5]oxadiazocin-4(3H)-one